BrC1=C2CCN(C2=CC=C1)C=O (4-Bromoindolin-1-yl)methanone